OC=1C=C(C2=C(NC(CO2)=O)C1)C(CNC(CC1=CC=C(C=C1)C(C)C)(C)C)O 6-hydroxy-8-{1-hydroxy-2-[2-(4-isopropyl-phenyl)-1,1-dimethylethylamino]-ethyl}-4H-benzo[1,4]oxazin-3-one